BrC=1C=C2CN(C(C2=CC1)(C)C)C 5-bromo-1,1,2-trimethylisoindoline